C(C)(C)(C)C1=CC=C(C=C1)N(C(=O)[C@@H]1NCC(C1)(C)O)C(C(=O)NC1CCCCC1)C=1C=NC=CC1 (2R)-N-(4-tert-butylphenyl)-N-[2-(cyclohexylamino)-2-oxo-1-(3-pyridyl)ethyl]-4-hydroxy-4-methyl-pyrrolidine-2-carboxamide